ClC1=C(C=C(C(=O)O)C=C1)OCC(C)C 4-Chloro-3-isobutoxybenzoic acid